2-(3-(1-(2H-1,2,3-triazol-2-yl)cyclopropyl)-1-(2-methylcyclopropyl)-1H-pyrazol-5-yl)-N4-ethyl-5-(trifluoromethyl)pyrimidine-2,4-diamine N=1N(N=CC1)C1(CC1)C1=NN(C(=C1)C1(NC=C(C(=N1)NCC)C(F)(F)F)N)C1C(C1)C